Geranyl-CoA C(\C=C(/C)\CCC=C(C)C)(=O)SCCNC(CCNC([C@@H](C(COP(OP(OC[C@@H]1[C@H]([C@H]([C@@H](O1)N1C=NC=2C(N)=NC=NC12)O)OP(=O)(O)O)(=O)O)(=O)O)(C)C)O)=O)=O